2'-[(3-aminopyrrolidin-1-yl)methyl]-5'-chloro-7',8'-dihydro-6'H-spiro[cyclohexane-1,9'-furo[2,3-f]quinazoline]-7'-one NC1CN(CC1)CC1=CC=2C(=C3C4(NC(NC3=C(C2)Cl)=O)CCCCC4)O1